trans-prolyl-amide N1[C@@H](CCC1)C(=O)[NH-]